C1(CCCCCC1)NC(CC)C 3-Cycloheptylaminobutan